7-(2-chloro-3-methoxyphenyl)benzothiazol-2-amine ClC1=C(C=CC=C1OC)C1=CC=CC=2N=C(SC21)N